NC1=NC(N(C=C1F)[C@@H]1O[C@]([C@H]([C@H]1O)OCC1=CC=CC=C1)(C)COCC1=CC=CC=C1)=O 4-amino-1-((2R,3R,4S,5R)-4-(benzyloxy)-5-((benzyloxy)methyl)-3-hydroxy-5-methyltetrahydrofuran-2-yl)-5-fluoropyrimidin-2(1H)-one